FC(CN1N=CC=2C1=NC(=CN2)N2CC1(CN(C1)C1=CC(=NC=C1)C(F)(F)F)CCC2)F 6-[1-(2,2-difluoroethyl)-1H-pyrazolo[3,4-b]pyrazin-6-yl]-2-[2-(trifluoromethyl)pyridin-4-yl]-2,6-diazaspiro[3.5]nonane